ClC1=NC(=NC(=N1)\C=C\C)N[C@@H](CO)CC(C)C (R,E)-2-((4-chloro-6-(prop-1-en-1-yl)-1,3,5-triazin-2-yl)amino)-4-methylpentan-1-ol